3-(3,4-dimethoxystyryl)-1,8-dihydroxyanthracene-9,10-dione COC=1C=C(C=CC=2C=C(C=3C(C4=C(C=CC=C4C(C3C2)=O)O)=O)O)C=CC1OC